C(C)OC(=O)C1=C(C2=C(CC(C3=CN(N=C23)C[C@@H]2OCCOC2)(C)C)O1)C(F)(F)F 2-{[(2S)-1,4-Dioxacyclohexan-2-yl]methyl}-4,4-dimethyl-8-(trifluoromethyl)-4,5-dihydro-2H-furo[2,3-g]indazole-7-carboxylic acid ethyl ester